N-(3,4-difluorophenyl)methyl-5-{(S)-5-[2-(p-fluorophenyl)ethyl]-3-isopropyl-6-(5-methyl-1,3,4-oxadiazol-2-yl)-1-oxo-2,4-diaza-7-indanyl}-2-thenamide FC=1C=C(C=CC1F)CNC(C1=CC=C(S1)C=1C(=C(N=C2[C@@H](NC(C12)=O)C(C)C)CCC1=CC=C(C=C1)F)C=1OC(=NN1)C)=O